C1(CC1)C1=NC=C(C(=N1)NC(=O)N1C[C@](CC1)(C1=NC=NS1)C1=CC(=C(C=C1)C)F)C(=O)NC |o1:14| (R or S)-2-cyclopropyl-4-(3-(3-fluoro-4-methylphenyl)-3-(1,2,4-thiadiazol-5-yl)pyrrolidine-1-carboxamido)-N-methylpyrimidine-5-carboxamide